[Na].[Na].N[C@@H](CC1=CC=C(C=C1)O)C(=O)O L-Tyrosine disodium